FC(C=1C=C(C=C(C1)C(F)(F)F)C1=NN(C=N1)\C=C/C(=O)N(C(C)C=1C=NC=CC1)CC)(F)F (Z)-3-(3-(3,5-bis(trifluoromethyl)phenyl)-1H-1,2,4-triazol-1-yl)-N-ethyl-N-(1-(pyridin-3-yl)ethyl)acrylamide